N[C@H]1[C@H]2CC[C@@H](C1)N2C=2N(C(C1=C(N2)NC=C1C1=C(C2=C(N(N=C2C=C1)C)Cl)Cl)=O)C 2-((1R,2R,4S)-2-amino-7-azabicyclo[2.2.1]heptan-7-yl)-5-(3,4-dichloro-2-methyl-2H-indazol-5-yl)-3-methyl-3,7-dihydro-4H-pyrrolo[2,3-d]pyrimidin-4-one